FC(C(=O)O)(CC1=C(C(=CC=C1F)F)F)F α,α,2,3,6-pentafluoro-phenylpropionic acid